COC(C(C(Cl)Cl)=O)=O dichlorooxo-propionic acid methyl ester